C1(CCCCC1)C1=C(C=NC=2N1N=CC2)NC(=O)NC=2C=C(C(=NC2)C2=NOC(=N2)CCCCCC(=O)NC=2C=C1CN(C(C1=CC2)=O)C2C(NC(CC2)=O)=O)C 6-[3-[5-[(7-cyclohexylpyrazolo[1,5-a]pyrimidin-6-yl)carbamoylamino]-3-methyl-2-pyridyl]-1,2,4-oxadiazol-5-yl]-N-[2-(2,6-dioxo-3-piperidyl)-1-oxo-isoindolin-5-yl]hexanamide